CC1([C@@H](O1)CC\C(=C/CC=1C(=C2C(C=C(OC2=CC1OCOC)C1=CC=CC=C1)=O)O)\C)C (S,Z)-6-(5-(3,3-dimethyloxiran-2-yl)-3-methylpent-2-en-1-yl)-5-hydroxy-7-(methoxymethoxy)-2-phenyl-4H-chromen-4-one